2-(1-methylethyl)-1,3-butanediol CC(C)C(CO)C(C)O